[Si](C)(C)(C(C)(C)C)O[C@H](C[C@@H](C1=C(C(=CC=C1)OC)C)N[S@@](=O)C(C)(C)C)CCl (S)-N-[(1S,3R)-3-[tert-butyl(dimethyl)silyl]oxy-4-chloro-1-(3-methoxy-2-methyl-phenyl)butyl]-2-methyl-propane-2-sulfinamide